FC1(CNC1)COC=1C=C(C(=O)N[C@H](C)C=2C=NC(=NC2)C(F)(F)F)C=C(C1)C=1SC(=CN1)C 3-[(3-Fluoroazetidin-3-yl)methoxy]-5-(5-methyl-1,3-thiazol-2-yl)-N-{(1R)-1-[2-(trifluoromethyl)pyrimidin-5-yl]ethyl}benzamide